FC1=CN=C2N1C=C(C=C2C(=O)OC)CN2C[C@H](CCC2)C methyl 3-fluoro-6-{[(3S)-3-methylpiperidin-1-yl]methyl}imidazo[1,2-a]pyridine-8-carboxylate